ClC1=C2C(OC(C2=C(C(=C1Cl)Cl)Cl)=O)(C1=C(N(C2=CC=CC=C12)CC)C)C1=C(C=C(C=C1)N(CC)CC)C 4,5,6,7-Tetrachloro-3-(4-diethylamino-2-methylphenyl)-3-(1-ethyl-2-methyl-1H-indole-3-yl)-1(3H)-isoBenzofuranone